6-[5-[2-[(4,8-difluoro-2-methyl-3,5,6,7-tetrahydrocyclopenta[f]benzimidazol-6-yl)methylamino]ethyl]-2-oxo-oxazolidin-3-yl]-4H-pyrazino[2,3-b][1,4]oxazin-3-one FC1=C2C(=C(C=3N=C(NC31)C)F)CC(C2)CNCCC2CN(C(O2)=O)C2=NC3=C(OCC(N3)=O)N=C2